O=C1NC2=CC(=CC=C2C(N1C(F)(F)F)=O)CN1CCN(CC1)C=1C=CC(=NC1F)C(=O)NC 5-(4-((2,4-dioxo-3-(trifluoromethyl)-1,2,3,4-tetrahydroquinazolin-7-yl)methyl)piperazin-1-yl)-6-fluoro-N-methylpyridinecarboxamide